BrC1=C(C(=C(OC2=NC(=NC(=N2)OC2=C(C(=C(C=C2)Br)Br)Br)OC2=C(C(=C(C=C2)Br)Br)Br)C=C1)Br)Br 2,4,6-tris(tribromophenoxy)-1,3,5-triazine